SCCCS(=O)(=O)[O-].[Na+] sodium 3-sulfhydryl-1-propanesulfonate